O=C1N(C2=C(SC1)C=C(C=C2)C(=O)O)CC2=CSC=C2 3-oxo-4-(thiophen-3-ylmethyl)-3,4-dihydro-2H-benzo[b][1,4]thiazine-7-carboxylic acid